Methyl (R)-8-bromo-9-(5-((1-(3-fluoropropyl)pyrrolidin-3-yl)oxy)-2-methylphenyl)-6,7-dihydro-5H-benzo[7]annulene-3-carboxylate BrC=1CCCC2=C(C1C1=C(C=CC(=C1)O[C@H]1CN(CC1)CCCF)C)C=CC(=C2)C(=O)OC